1-((2,2-difluoroethyl)amino)-4-(2-methylpyridin-3-yl)-6-(trifluoromethyl)-3H-pyrido[1,2-c]pyrimidin-3-one FC(CNC1=NC(C(=C2N1C=CC(=C2)C(F)(F)F)C=2C(=NC=CC2)C)=O)F